tert-butyl 4-hydroxy-4-((1-(3-nitrophenyl)-4-oxo-1H-pyrazolo[3,4-d]pyrimidin-5(4H)-yl)methyl)piperidine-1-carboxylate OC1(CCN(CC1)C(=O)OC(C)(C)C)CN1C=NC2=C(C1=O)C=NN2C2=CC(=CC=C2)[N+](=O)[O-]